(3-(3-(2-methoxythiazol-5-yl)phenyl)-3H-imidazo[4,5-b]pyridin-6-yl)propan-2-ol Tert-butyl-(S)-2-(3-(1-dodecyl-1H-indol-3-yl)-1,2,4-oxadiazol-5-yl)pyrrolidine-1-carboxylate C(C)(C)(C)[C@]1(N(CCC1)C(=O)OC(CC=1C=C2C(=NC1)N(C=N2)C2=CC(=CC=C2)C2=CN=C(S2)OC)C)C2=NC(=NO2)C2=CN(C1=CC=CC=C21)CCCCCCCCCCCC